methyl 5-iodo-1-(2-trimethylsilylethoxymethyl)indole-7-carboxylate IC=1C=C2C=CN(C2=C(C1)C(=O)OC)COCC[Si](C)(C)C